COC1CN(C1)C=1C=C(C=2N(C1)N=CC2C#N)C=2C=NC(=CC2)N2CC1N(C(C2)C1)CC=1C=NC(=CC1)OC 6-(3-Methoxyazetidin-1-yl)-4-(6-(6-((6-methoxypyridin-3-yl)methyl)-3,6-diazabicyclo[3.1.1]heptan-3-yl)pyridin-3-yl)pyrazolo[1,5-a]pyridine-3-carbonitrile